C(C#C)NC1C=NC2=NC=NC(=C12)N 7-propargylamino-7-deazaadenine